(R)-6-chloro-3-((1-(2-(4-(3-methoxypyrazin-2-yl)piperidin-1-yl)-3,6-dimethyl-4-oxo-3,4-dihydroquinazolin-8-yl)ethyl)amino)-N-(methylsulfonyl)picolinamide ClC1=CC=C(C(=N1)C(=O)NS(=O)(=O)C)N[C@H](C)C=1C=C(C=C2C(N(C(=NC12)N1CCC(CC1)C1=NC=CN=C1OC)C)=O)C